methyl 1-(trans-3-(benzyloxy)cyclobutyl)-3-cyano-1H-pyrazole-5-carboxylate C(C1=CC=CC=C1)O[C@@H]1C[C@H](C1)N1N=C(C=C1C(=O)OC)C#N